(1-(1-(4-fluorophenyl)-1H-indazol-5-yl)-5-oxo-2-phenylpyrrolidin-3-yl)amine FC1=CC=C(C=C1)N1N=CC2=CC(=CC=C12)N1C(C(CC1=O)N)C1=CC=CC=C1